ClC=1C(=C(C(=O)O)C(=CC1)C)F 3-chloro-2-fluoro-6-methylbenzoic acid